OCCC(CN1N=NC2=C1C=CC(=C2C)CCC(=O)O)CCOC.C(#C)C=2C=C(C=CC2)[C@@H]2NOCC2 (R)-3-(3-ethynylphenyl)isoxazolidine 3-[1-[2-(2-hydroxyethyl)-4-methoxy-butyl]-4-methyl-benzotriazol-5-yl]propanoate